2-(5-fluorobenzofuran-2-yl)-5-(isobutyldithio)-1,3,4-oxadiazole FC=1C=CC2=C(C=C(O2)C=2OC(=NN2)SSCC(C)C)C1